C(C)OC1=C2C(=C3C(=CC(=NC3=C1OCC)C(=O)OCCC)C(=O)OCCC)NC(=C2)C(=O)OCC ethyl 4,5-diethoxy-7,9-bis[(propyloxy) carbonyl]-1H-pyrrolo[2,3-f]quinoline-2-carboxylate